COC=1N=C2C(=CC=NC2=CC1OC)OC1=C(C=C(C=C1)NC(=O)C=1C(C(=C2COCCN2C1)C1=C(C=C(C=C1)F)C)=O)F N-[4-[(6,7-dimethoxy-1,5-naphthyridin-4-yl)oxy]-3-fluorophenyl]-9-(4-fluoro-2-methylphenyl)-8-oxo-3,4-dihydro-1H-pyrido[2,1-c][1,4]oxazine-7-carboxamide